11,12-dihydroxy-1,3,4,11,12,12a-hexahydropyrido[1,2-b][2]benzazepin-6(2H)-one OC1C(C2N(C(C3=C1C=CC=C3)=O)CCCC2)O